3-(4'-(Tert-butyl)-[1,1'-biphenyl]-4-yl)-4,6-dichloro-7-methoxy-2-methylquinoline C(C)(C)(C)C1=CC=C(C=C1)C1=CC=C(C=C1)C=1C(=NC2=CC(=C(C=C2C1Cl)Cl)OC)C